FC(OC=1C=C(C=CC1C1(CC(=C(C2=CC=CC=C12)NC(C(F)(F)F)=O)\N=N\[H])S(=O)(=O)O)C1=CC(=C(C=C1)C1(CC(=C(C2=CC=CC=C12)NC(C(F)(F)F)=O)\N=N\[H])S(=O)(=O)O)OC(F)(F)F)(F)F 1,1'-(3,3'-ditrifluoromethoxy[1,1'-biphenyl]-4,4'-diyl)bis{4-trifluoroacetylamino-3-[(E)-diazenyl]naphthalene-1-sulfonic acid}